dimethyl((7-(5-(trifluoromethyl)-1,2,4-oxadiazol-3-yl)imidazo[1,2-a]pyridin-2-yl)imino)-λ6-sulfanone CS(=O)(=NC=1N=C2N(C=CC(=C2)C2=NOC(=N2)C(F)(F)F)C1)C